(R)-2-hydroxy-3-(octadecyloxy)propyl 4-methylbenzenesulfonate CC1=CC=C(C=C1)S(=O)(=O)OC[C@@H](COCCCCCCCCCCCCCCCCCC)O